(S)-6-((4-((2-hydroxy-1-phenylethyl)amino)-5-(1,3,4-oxadiazol-2-yl)pyrimidin-2-yl)amino)-1-methyl-1,2-dihydro-3H-pyrazolo[3,4-b]pyridin-3-one OC[C@H](C1=CC=CC=C1)NC1=NC(=NC=C1C=1OC=NN1)NC1=CC=C2C(=N1)N(NC2=O)C